dicycloheptyl adipate C(CCCCC(=O)OC1CCCCCC1)(=O)OC1CCCCCC1